ClC1=CC=C(C=C1)C1CNCC=2N1C(=NN2)C=2C=C1C(=NNC1=CC2)C 5-(4-chlorophenyl)-3-(3-methyl-1H-indazol-5-yl)-5,6,7,8-tetrahydro-[1,2,4]triazolo[4,3-a]pyrazine